N-(2,3-dihydro-1H-inden-4-yl)-4-({(3-[(oxetan-2-yl)methoxy]pyridin-4-yl)methyl}amino)-2-oxo-1,2,5,6-tetrahydropyridine-3-carbothioamide C1CCC2=C(C=CC=C12)NC(=S)C=1C(NCCC1NCC1=C(C=NC=C1)OCC1OCC1)=O